OC(CC(=O)O)CCC.COP(=O)(OO)CCN1C(NCC1)=C 2-(methyl-hydroxyphosphono)ethyl-2-methyleneimidazoline 3-hydroxyhexanoate